BrC(C#N)P(OCC)(OCC)=O Diethyl (bromo(cyano)methyl)phosphonate